4,6,7-Trifluoro-1H-indole-2-carboxylic acid-3,5-d2 FC1=C2C(=C(NC2=C(C(=C1[2H])F)F)C(=O)O)[2H]